3-Hydroxy-4-methoxy-5-nitro-benzaldehyde OC=1C=C(C=O)C=C(C1OC)[N+](=O)[O-]